1,2-dimethylanisole CC1(C(C=CC=C1)C)OC